C(CC#CCCCC)OC(CCC(=O)OCCCCCCBr)OCCC#CCCCC 6-bromohexyl 4,4-bis(oct-3-yn-1-yloxy)butanoate